N-(3-(1-benzyl-1H-indol-6-yl)-1H-pyrazol-5-yl)-4-(piperidin-1-yl)benzamide C(C1=CC=CC=C1)N1C=CC2=CC=C(C=C12)C1=NNC(=C1)NC(C1=CC=C(C=C1)N1CCCCC1)=O